C(C)OC(=O)C1=NN(C=C1)CC1=CC=C(C=C1)OCC1(OCCO1)C(F)(F)F.BrCCCOC[C@H]1NCCC1 (2S)-2-(3-bromopropyloxymethyl)pyrrolidine ethyl-1-[[4-[[2-(trifluoromethyl)-1,3-dioxolan-2-yl]methoxy]phenyl]methyl]pyrazole-3-carboxylate